2-(hydroxymethyl)-1,6-naphthyridin-4(1H)-one OCC=1NC2=CC=NC=C2C(C1)=O